(6-(2,3-dichlorophenyl)-5-methyl-3-(3-((methylamino)methyl)phenyl)pyrazin-2-yl)methanol methyl-(4-{bis[(2,4-dimethoxyphenyl)methyl]sulfamoyl}-2-chlorophenoxy)acetate CC(C(=O)OCC1=NC(=C(N=C1C1=CC(=CC=C1)CNC)C)C1=C(C(=CC=C1)Cl)Cl)OC1=C(C=C(C=C1)S(N(CC1=C(C=C(C=C1)OC)OC)CC1=C(C=C(C=C1)OC)OC)(=O)=O)Cl